methyl 6-(2-((7-(5-methyl-1,2,4-oxadiazol-3-yl) isoquinolin-1-yl) amino) ethyl)-4,5,6,7-tetrahydrothieno[2,3-c]pyridine-2-carboxylate CC1=NC(=NO1)C1=CC=C2C=CN=C(C2=C1)NCCN1CC2=C(CC1)C=C(S2)C(=O)OC